(2S,4R)-1-[(2S) or (2R)-2-(1H-1,3-benzodiazol-1-yl)propanoyl]-N-[(S)-(4-cyclopropyl-3-fluorophenyl)(phenyl)methyl]-4-fluoropyrrolidine-2-carboxamide N1(C=NC2=C1C=CC=C2)[C@H](C(=O)N2[C@@H](C[C@H](C2)F)C(=O)N[C@@H](C2=CC=CC=C2)C2=CC(=C(C=C2)C2CC2)F)C |o1:9|